BrC=1C=C(C(=C(C1)CC(=O)OCC)OC)Cl ethyl 2-(5-bromo-3-chloro-2-methoxyphenyl)acetate